CNC(=O)C=1[N+](=CC=CC1)[O-] N-methylpyridine-2-carboxamide 1-oxide